2-((1S,4R)-2-oxabicyclo[2.2.1]hept-4-yl)-7-isopropoxy-N-(1-methyl-1H-pyrazol-3-yl)imidazo[1,2-a]pyridine-6-carboxamide [C@H]12OC[C@](CC1)(C2)C=2N=C1N(C=C(C(=C1)OC(C)C)C(=O)NC1=NN(C=C1)C)C2